dimethyl-2-[3-chloro-5-(trifluoromethyl)pyridin-2-yl]-1,3-propanedioic acid COC(C(C(=O)OC)C1=NC=C(C=C1Cl)C(F)(F)F)=O